4-((2,6-dimethylhepta-4,5-dien-2-yl)oxy)-3-ethoxybenzaldehyde CC(C)(CC=C=C(C)C)OC1=C(C=C(C=O)C=C1)OCC